bis(3-(2-(Dimethylamino)-ethyl)-1H-indol-1-yl)-methanone di-formate C(=O)O.C(=O)O.CN(CCC1=CN(C2=CC=CC=C12)C(=O)N1C=C(C2=CC=CC=C12)CCN(C)C)C